1-(2-aminoethyl)-7-chloro-N-{3-fluorobicyclo[1.1.1]pentan-1-yl}pyrrolo[2,3-c]pyridine-2-carboxamide NCCN1C(=CC=2C1=C(N=CC2)Cl)C(=O)NC21CC(C2)(C1)F